(S,E)-methyl 7-(1-(2-(2-adamantylamino)-2-oxoethyl)-2-oxo-1,2-dihydropyridin-3-ylamino)-7-oxo-6-(pyridazine-4-carboxamido)hept-2-enoate C12C(C3CC(CC(C1)C3)C2)NC(CN2C(C(=CC=C2)NC([C@H](CC/C=C/C(=O)OC)NC(=O)C2=CN=NC=C2)=O)=O)=O